2-fluoro-6-(piperidine-1-sulfonyl)anilino(oxo)acetic acid FC1=C(NC(C(=O)O)=O)C(=CC=C1)S(=O)(=O)N1CCCCC1